ethyl 3-(4-fluorophenyl)-2,4-dioxo-1,2,3,4-tetrahydropyrimidin-5-formate FC1=CC=C(C=C1)N1C(NC=C(C1=O)C(=O)OCC)=O